OC1=CC=C(C=C1)C(C)(C1=CC=C(C=C1)O)C1=CC=C(C=C1)O 1,1,1-Tris(4-Hydroxyphenyl)Ethane